S1C(=CC=C1)S(=O)(=O)NC1=CC2=C(N=C(S2)NC(=O)C2CCN(CC2)CCC(=O)O)C=C1 3-(4-((6-(thiophene-2-sulfonamido)benzo[d]thiazol-2-yl)carbamoyl)piperidin-1-yl)propanoic acid